CN([C@@H]1C(=C(C([C@]2(C(=C3C(C4=C(C(=CC=C4[C@@H](C3[C@@H](C12)O)C)NCCCCCCCCCCCC)O)=O)O)O)=O)C(=O)N)O)C (4S,5S,6R,12aS)-4-(dimethylamino)-9-(dodecanylamino)-3,5,10,12,12a-pentahydroxy-6-methyl-1,11-dioxo-4a,5,5a,6-tetrahydro-4H-tetracene-2-carboxamide